(2R,4R)-2,4-pentanediol C[C@H](C[C@@H](C)O)O